2-ethylthio-3-cyano-4-(2-fluorophenyl)aminoquinoline C(C)SC1=NC2=CC=CC=C2C(=C1C#N)NC1=C(C=CC=C1)F